5-[(acetoxy)methoxy]-6-chloro-4-(10-chloro-9-anthryl)-2-methyl-3(2H)-pyridazinone C(C)(=O)OCOC1=C(C(N(N=C1Cl)C)=O)C=1C2=CC=CC=C2C(=C2C=CC=CC12)Cl